Br[N-]C(C1=CC=CC=C1)=O bromobenzoyl-amide